CC1=NC2=C(N1)C=CC(=C2)C2=C(C=CC(=C2)CCC)C(C)(C)O 2-(2-(2-methyl-1H-benzimidazole-5-yl)-4-Propylphenyl)propan-2-ol